rac-(7S)-7-tert-butyl-N-[rac-(1R)-1-[4-(5-cyano-6-hydroxy-3-pyridyl)phenyl]-3-(4-hydroxypiperidin-1-ium-1-yl)propyl]-5,6,7,8-tetrahydrothiazolo[5,4-b]quinoline-2-carboxamide C(C)(C)(C)[C@@H]1CC=2C=C3C(=NC2CC1)SC(=N3)C(=O)N[C@H](CC[NH+]3CCC(CC3)O)C3=CC=C(C=C3)C=3C=NC(=C(C3)C#N)O |r|